CC(C)=O propaneOne